ClC=1C=C(C=CC1)C=1C=C(C=CC1)C1=CC(=CC=C1)C1=NC(=NC(=N1)C1=CC=CC=C1)C1=CC=CC=C1 2-(3''-chloro-[1,1':3',1''-terphenyl]-3-yl)-4,6-diphenyl-1,3,5-triazine